5-methyl-1H-indazole CC=1C=C2C=NNC2=CC1